The molecule is a phosphoglycerate obtained by deprotonation of the carboxy group and one of the phosphate OH groups of 3-phosphoglyceric acid. It is a phosphoglycerate and a 3-phosphoglycerate. It is a conjugate base of a 3-phosphoglyceric acid. It is a conjugate acid of a 3-phosphoglycerate(3-). C(C(C(=O)[O-])O)OP(=O)(O)[O-]